N-(4-bromobenzyl)-5-fluoro-2-hydroxybenzoamide BrC1=CC=C(CNC(C2=C(C=CC(=C2)F)O)=O)C=C1